2-hydroxy-4-octadecyloxybenzophenone OC1=C(C(=O)C2=CC=CC=C2)C=CC(=C1)OCCCCCCCCCCCCCCCCCC